C1OCC12NCCOC2 2,8-dioxa-5-azaspiro[3.5]nonane